4-(1-(4-((2-(2,6-dioxopiperidin-3-yl)-1,3-dioxoisoindolin-4-ylamino)methyl)benzyl)azetidin-3-yloxy)benzonitrile O=C1NC(CCC1N1C(C2=CC=CC(=C2C1=O)NCC1=CC=C(CN2CC(C2)OC2=CC=C(C#N)C=C2)C=C1)=O)=O